FC(C(=O)O)(F)F.N1=CC(=C2N1C=CC=N2)C#N pyrazolo[1,5-a]Pyrimidine-3-carbonitrile monotrifluoroacetate